FC(OC1=CC=C(C=C1)S(=O)(=O)N1[C@H]2CC(C[C@@H]1CC2)NCC2(CCC2)O)F ((((1R,3r,5S)-8-((4-(difluoromethoxy)phenyl)sulfonyl)-8-azabicyclo[3.2.1]oct-3-yl)amino)methyl)cyclobutan-1-ol